N-(t-Butoxycarbonyl)-N-isobutylglycine C(C)(C)(C)OC(=O)N(CC(=O)O)CC(C)C